5-((isoquinolin-8-ylmethyl)amino)-6-methyl-N-(thiazol-4-yl)pyridine-2-sulfonamide C1=NC=CC2=CC=CC(=C12)CNC=1C=CC(=NC1C)S(=O)(=O)NC=1N=CSC1